Tert-Butyl (S)-cyclopropyl((4-(6-nitropyridin-3-yl)morpholin-2-yl)methyl)carbamate C1(CC1)N(C(OC(C)(C)C)=O)C[C@@H]1CN(CCO1)C=1C=NC(=CC1)[N+](=O)[O-]